O[C@H](C=O)[C@H]([C@@H]([C@@H]([C@H](CO)O)O)O)O (2S,3S,4R,5R,6S)-2,3,4,5,6,7-hexahydroxyheptanal